NC1=CC(=C(C(=N1)C)CNC(=O)C=1C=NN(C1)CC1=C(C=C(C=C1)N1CC2C(C2C1)(F)F)C#N)C N-((6-amino-2,4-dimethylpyridin-3-yl)methyl)-1-(2-cyano-4-(6,6-difluoro-3-azabicyclo[3.1.0]hex-3-yl)benzyl)-1H-pyrazole-4-carboxamide